C(CCC)NC1=CC(=C(C(=O)NC=2SC(=CN2)[N+](=O)[O-])C=C1)NC1=CC=CC=C1 4-(butylamino)-N-(5-nitrothiazol-2-yl)-2-(phenylamino)benzamide